7-(7-fluoro-2-methylindazol-5-yl)-N-methyl-N-[(3R)-pyrrolidin-3-yl]-1,8-naphthyridin-3-amine FC1=CC(=CC2=CN(N=C12)C)C1=CC=C2C=C(C=NC2=N1)N([C@H]1CNCC1)C